C(CCC)N(C(=O)OC[C@@H]1[C@H]([C@H]([C@@](O1)(N1C(=O)N=C(N)C=C1)C#C)O)O)CC1C2CNCC12 Ethynyl-cytidine exo-1-butyl-((3-azabicyclo[3.1.0]hexan-6-yl)methyl)carbamate